1,4-bis(2-methoxycarbonylethyl)benzene COC(=O)CCC1=CC=C(C=C1)CCC(=O)OC